ClC=1C=C(C=2N=CN=C(C2N1)O)C(=O)OC methyl 6-chloro-4-hydroxypyrido[3,2-d]pyrimidine-8-carboxylate